C(C1=CC=CC=C1)OC1CC2(C1)OC(=NC2)N2[C@H](C1=CC=CC=C1CC2)C2=CC=C(C=C2)F (S)-2-(benzyloxy)-6-(1-(4-fluorophenyl)-3,4-dihydroisoquinolin-2(1H)-yl)-5-oxa-7-azaspiro[3.4]oct-6-ene